9,9-bis[4-(4-amino-3-ethylphenoxy)phenyl]fluorene NC1=C(C=C(OC2=CC=C(C=C2)C2(C3=CC=CC=C3C=3C=CC=CC23)C2=CC=C(C=C2)OC2=CC(=C(C=C2)N)CC)C=C1)CC